ClC=1C(=C2C=NNC2=C(C1F)SC)C=1C=CC=2N(N1)C=C(N2)NC(=O)[C@H]2[C@H](C2)F (1S,2S)-N-(6-(5-chloro-6-fluoro-7-(methylthio)-1H-indazol-4-yl)imidazo[1,2-b]pyridazin-2-yl)-2-fluorocyclopropane-1-carboxamide